C(C1=CC=CC=C1)N(CCC(=O)O)C=1SC(=C(N1)C=1C=C2C=CN(C2=CC1)S(=O)(=O)C1=CC=C(C)C=C1)CC(C)C 3-(benzyl-(5-isobutyl-4-(1-tosyl-1H-indol-5-yl)thiazol-2-yl)amino)propionic acid